2-(4-cyclopropyltriazol-1-yl)-3-fluoro-3-methyl-butyric acid C1(CC1)C=1N=NN(C1)C(C(=O)O)C(C)(C)F